S(=O)(=O)(C1=CC=C(C)C=C1)N1N=C(C2=CC=CC=C12)C1CCN(CC1)C1=CC=C2C(=N1)SC(=N2)N2CCOCC2 4-(5-(4-(1-tosyl-1H-indazol-3-yl)piperidin-1-yl)thiazolo[5,4-b]pyridin-2-yl)morpholine